(±)-4-[2-(4-Methoxyphenyl)azepan-1-yl]-6-methyl-pyrimidin-2-amine COC1=CC=C(C=C1)[C@@H]1N(CCCCC1)C1=NC(=NC(=C1)C)N |r|